4-(3-chloro-4-tolyl)-N-((5-(2,6-dioxopiperidin-3-yl)-4-oxo-5,6-dihydro-4H-thieno[3,4-c]pyrrol-1-yl)methyl)-2-methylbutanamide ClC=1C=C(C=CC1CCC(C(=O)NCC=1SC=C2C1CN(C2=O)C2C(NC(CC2)=O)=O)C)C